Calcium FluorAluminium [F+]1[AlH]C=CC=C1.[Ca+2]